(S)-6-(3-fluoro-3-(4-(trifluoromethyl)phenyl)propyl)-2-thia-6-azaspiro[3.4]octane 2,2-dioxide F[C@@H](CCN1CC2(CS(C2)(=O)=O)CC1)C1=CC=C(C=C1)C(F)(F)F